CC1=CC=2C(NCC3(C2S1)CC3)=O methyl-5',6'-dihydro-4'H-spiro[cyclopropane-1,7'-thieno[3,2-c]pyridin]-4'-one